5-(4-(Hexyloxy)-1,2,5-thiadiazol-3-yl)-1-methyl-1-(1-(pivaloyloxy)propyl)-1,2,3,6-tetrahydropyridin-1-ium iodide [I-].C(CCCCC)OC=1C(=NSN1)C1=CCC[N+](C1)(C(CC)OC(C(C)(C)C)=O)C